C(#N)C(CCC(=O)O)(C)SC1=CC=CC=C1 4-cyano-4-(phenylthio)pentanoic acid